FC(S(=O)(=O)C1=CC=CC=C1)(F)F 2-(trifluoromethylsulfonyl)benzene